C(C1=CC=CC=C1)N1CCC(CC1)N1N=CC=C(C1=O)C1=CC=CC=C1 2-(1-benzylpiperidin-4-yl)-4-phenylpyridazin-3(2H)-one